FC=1C=C(C=C(C1)F)C[C@H](NC(CC1=CNC=2C1=NC(=C(C2)C)OC)=O)C2=NC=CC=C2C=2C=C(C(=O)N)C=CC2 (S)-3-(2-(2-(3,5-difluorophenyl)-1-(2-(5-methoxy-6-methyl-1H-pyrrolo[3,2-b]pyridin-3-yl)acetamido)ethyl)pyridin-3-yl)benzamide